C1(CCCC1)[C@@H]1NC2=CC=CN=C2[C@H]([C@H]1C)NS(=O)(=O)CC1=CC=CC=C1 |r| N-((2SR,3SR,4SR)-2-Cyclopentyl-3-methyl-1,2,3,4-tetrahydro-1,5-naphthyridin-4-yl)-1-phenylmethanesulfonamide